FC1=CC=C(C=C1)NC(=O)C1CC2(C1)CCC(CC2)C2=CC=NC1=CC=C(C=C21)F (±)-N-(4-fluorophenyl)-7-(6-fluoroquinolin-4-yl)spiro[3.5]nonane-2-carboxamide